2-(4,5-dihydro-2H,3'H-spiro[furan-3,1'-isobenzofuran]-5'-yl)acetic acid C12(OCC3=CC(=CC=C13)CC(=O)O)COCC2